Iridium-Ruthenium-oxid [Ru]=O.[Ir]